COC(C)C=1C=2N(C=C(C1)C)C=C(N2)C(=O)O 8-(1-methoxyethyl)-6-methylimidazo[1,2-a]pyridine-2-carboxylic acid